2-amino-N-(4-(trifluoromethyl)phenyl)ethane-1-sulfonylamine hydrochloride Cl.NCCS(=O)(=O)NC1=CC=C(C=C1)C(F)(F)F